2-methyl-3-hexen CC(C)C=CCC